C(C)OC=1C(=CNC(C1)=O)C1=CC(=C(C=C1)CC(=O)NC=1C=C(C(=O)NCCN2CC(C2)F)C=C(C1)C(F)(F)F)F 3-(2-(4-(4-ethoxy-6-oxo-1,6-dihydropyridin-3-yl)-2-fluorophenyl)acetamido)-N-(2-(3-fluoroazetidin-1-yl)ethyl)-5-(trifluoromethyl)benzamide